2-(5-bromo-3-fluoro-4-(4-fluoro-2,6-dimethylphenoxy)thiophen-2-yl)propan-2-ol ethyl-3-(5-cyano-4-fluoro-2-methyl-anilino)-3-oxo-propanoate C(C)C(C(=O)OC(C)(C)C=1SC(=C(C1F)OC1=C(C=C(C=C1C)F)C)Br)C(=O)NC1=C(C=C(C(=C1)C#N)F)C